C1(CCCCC1)NC1=C(C=C(C=C1)S(=O)(=O)NC)C1=NN=NN1C1CNCCC1 4-(cyclohexylamino)-N-methyl-3-(1-(piperidin-3-yl)-1H-tetrazol-5-yl)benzenesulfonamide